1-methyl-2-oxoimidazoline-4-carboxylic acid Hydrochloride Cl.CN1C(NC(C1)C(=O)O)=O